C(C)N[C@H](C)C1=NC=C(C(=C1)C1=CC=2N(C(=N1)SC)N=CC2C)OC (R)-N-ethyl-1-(5-methoxy-4-(3-methyl-7-(methylthio)pyrazolo[1,5-c]pyrimidin-5-yl)pyridin-2-yl)ethan-1-amine